C1(CC1)C1=C(C=C(C(=C1)I)C)NC1=CC=C2C(=N1)C(N(C2)C2CCSCC2)=O 2-[(2-cyclopropyl-4-iodo-5-methylphenyl)amino]-6-(thian-4-yl)-5H-pyrrolo[3,4-b]pyridin-7-one